FC(N1N=C(C=C1)NC(=O)C=1C=CC(=NC1)NC(OC(C)(C)C)=O)F tert-butyl (5-((1-(difluoromethyl)-1H-pyrazol-3-yl)carbamoyl)pyridin-2-yl)carbamate